CN1CC2=CC=C(C=C2C=C1)C(F)(F)F 2-methyl-6-(trifluoromethyl)isoquinolin